(Z)-5-(2-hydroxyphenylmethylene)-3-(4-methoxyphenyl)-4-(4-(methylsulfonyl)phenyl)furan-2(5H)-one OC1=C(C=CC=C1)\C=C/1\C(=C(C(O1)=O)C1=CC=C(C=C1)OC)C1=CC=C(C=C1)S(=O)(=O)C